C/C(=C/CO)/C=C/C=C(\C=C\C1=C(CCCC1(C)C)C)/C (2Z,4E,6Z,8E)-3,7-dimethyl-9-(2,6,6-trimethylcyclohexen-1-yl)nona-2,4,6,8-tetraen-1-ol